CC1(OB(OC1(C)C)C=1[Se]C(=CC1)CC(C)(C)C)C 4,4,5,5-tetramethyl-2-(5-neopentylselenophen-2-yl)-1,3,2-dioxaborolane